FC(CC(C)(C)C1=CC(=C2C=NC(=NN21)N[C@H]2[C@@H](COCC2)O)F)F (3S,4R)-4-((7-(4,4-difluoro-2-methylbutan-2-yl)-5-fluoropyrrolo[2,1-f][1,2,4]triazin-2-yl)amino)tetrahydro-2H-pyran-3-ol